C(C1=CC=CC=C1)N1CCC2(CC1)OC(C(C(C(C(C(CC(CN(C2)C)C)(C)OC)O[C@@H]2O[C@@H](C[C@@H]([C@H]2O)N(C)C)C)C)=O)(C)C)=O 3-benzyl-12-(((2S,3R,4S,6R)-4-(dimethylamino)-3-hydroxy-6-methyltetrahydro-2H-pyran-2-yl)oxy)-13-methoxy-9,9,11,13,15,17-hexamethyl-7-oxa-3,17-diazaspiro[5.12]octadecane-8,10-dione